14-chloro-5,20,22-trifluoro-15-methoxy-17,17-dioxo-10-oxa-17λ6-thia-4,18-diazatetracyclo[17.3.1.112,16.02,7]tetracosa-1(23),2(7),3,5,12(24),13,15,19,21-nonaen-11-one ClC1=CC=2C(OCCC=3C=C(N=CC3C=3C(=CC(=C(NS(C(=C1OC)C2)(=O)=O)C3)F)F)F)=O